CN1CCN(CC1)C=1C=CC=2N(N1)C(=NN2)CCC(=O)NC2CCNCC2 3-[6-(4-methylpiperazin-1-yl)-[1,2,4]triazolo[4,3-b]pyridazin-3-yl]-N-(piperidin-4-yl)propanamide